5-cyano-N-(4-(6-(difluoromethyl)pyridin-3-yl)-3,5-difluorophenyl)-2-(methylsulfonyl)benzamide C(#N)C=1C=CC(=C(C(=O)NC2=CC(=C(C(=C2)F)C=2C=NC(=CC2)C(F)F)F)C1)S(=O)(=O)C